(1S,5S)-N-(4-(1-ethyl-3-phenyl-1H-pyrazol-4-yl)-7-methoxypyrido[3,2-d]pyrimidin-6-yl)-3-oxabicyclo[3.1.0]hexane-1-carboxamide C(C)N1N=C(C(=C1)C=1C2=C(N=CN1)C=C(C(=N2)NC(=O)[C@@]21COC[C@H]1C2)OC)C2=CC=CC=C2